6-bromo-8-cyclopentyl-5-methyl-2-[5-(4-methyl-piperazin-1-yl)-pyridin-2-ylamino]-8H-pyrido[2,3-d]Pyrimidin-7-one BrC1=C(C2=C(N=C(N=C2)NC2=NC=C(C=C2)N2CCN(CC2)C)N(C1=O)C1CCCC1)C